N-(2-(1-(6-ethoxy-5-methoxypyridin-2-yl)-2-(methylsulfonyl)ethyl)-7-fluoro-1,3-dioxoisoindolin-4-yl)-3-methylbutanamide C(C)OC1=C(C=CC(=N1)C(CS(=O)(=O)C)N1C(C2=C(C=CC(=C2C1=O)NC(CC(C)C)=O)F)=O)OC